OCCOC=1C=C(C=O)C=C(C1)OC 3-(2-hydroxy-ethoxy)-5-methoxybenzaldehyde